NC1=C(SC2=NC(=CC=C21)C)C(=O)NCCC2=CC(=C(C=C2F)N2C[C@H]([C@H](C2)F)N(C(OCC2=CC=CC=C2)=O)C)F benzyl ((3R,4S)-1-(4-(2-(3-amino-6-methylthieno[2,3-b]pyridine-2-carboxamido)ethyl)-2,5-difluorophenyl)-4-fluoropyrrolidin-3-yl)(methyl)carbamate